3-amino-1-(5-methyl-2-pyridyl)pyridin-2-one NC=1C(N(C=CC1)C1=NC=C(C=C1)C)=O